CC1=C(C=C(C(=O)NCC2=NC=C3C=CC(=NC3=C2)C2=NC(=CC=C2)N2[C@@H](CCC2)CN2CCOCC2)C=C1)S(=O)(=O)C (S)-4-methyl-3-(methylsulfonyl)-N-((2-(6-(2-(morpholinomethyl)pyrrolidin-1-yl)pyridin-2-yl)-1,6-naphthyridin-7-yl)methyl)benzamide